N[C@@H](CCCNC(N)=N)C(=O)N L-Argininamide